p-phenoxybenzamide O(C1=CC=CC=C1)C1=CC=C(C(=O)N)C=C1